(3Z)-1-(morpholine-4-carbonyl)-3-(3-oxoindolin-2-ylidene)indolin-2-one N1(CCOCC1)C(=O)N1C(\C(\C2=CC=CC=C12)=C\1/NC2=CC=CC=C2C1=O)=O